FC1=C(C=CC(=C1[N+](=O)[O-])F)C=O (2,4-difluoro-3-nitrophenyl)methanone